OC=1C=C(C=CC1O)C[C@H](N)C(=O)O β-(3,4-dihydroxyphenyl)-alanine